C(C=C)S(=O)(=O)CN1N=C(C=C1Br)Br 1-(allylsulfonylmethyl)-3,5-dibromo-pyrazole